[Mg].OC1[C@H](N)[C@@H](O)[C@H](O)[C@H](O1)CO Glucosamine magnesium salt